4-(2-fluoro-3-methoxyphenyl)phenylboronic acid FC1=C(C=CC=C1OC)C1=CC=C(C=C1)B(O)O